fluorine Tetrabutyl orthocarbonate C(OCCCC)(OCCCC)(OCCCC)OCCCC.[F]